5β-Pregnane-3,11,20-trione CC([C@H]1CC[C@H]2[C@@H]3CC[C@@H]4CC(CC[C@]4(C)[C@H]3C(C[C@]12C)=O)=O)=O